ClC=1N=C(NC1C=1CCN(CC1C)S(=O)(=O)CCC(=O)N1CC(C1)O)C1=NC=C(C=C1)F 3-[[4-[4-Chloro-2-(5-fluoro-2-pyridyl)-1H-imidazol-5-yl]-5-methyl-3,6-dihydro-2H-pyridin-1-yl]sulfonyl]-1-(3-hydroxyazetidin-1-yl)propan-1-one